4-(3-chlorophenoxy)benzaldehyde ClC=1C=C(OC2=CC=C(C=O)C=C2)C=CC1